[Na+].S(=O)(=O)(O)C(C(=O)OC(CCCCC)(CC)CC)CC(=O)[O-].[Na+].C(C)C(CCCCC)(CC)OC(C(CC(=O)[O-])S(=O)(=O)O)=O sodium di-ethylhexyl sulfosuccinate sodium